NC1(CC2=CC(=CC=C2CC1)OC1=CC(=CC=C1)C1=NC=CC=C1)C(=O)O 2-amino-7-(3-(pyridine-2-yl)phenoxy)-1,2,3,4-tetrahydronaphthalene-2-carboxylic acid